BrC=1C=C(C=2N(C1)C=C(N2)OC)F 6-bromo-8-fluoro-2-methoxyimidazo[1,2-a]pyridine